CNC(CCN)NC 3,3-dimethylamino-1-propylamine